C(C)OC(=O)C=1ON=C2C1C=CC=1C=CC=NC21 [1,2]oxazolo[4,3-h]quinoline-3-carboxylic acid ethyl ester